1'-(1H-indazole-6-carbonyl)-7-isopropylspiro-[isochroman-3,4'-piperidin]-1-one N1N=CC2=CC=C(C=C12)C(=O)N1CCC2(CC1)OC(C1=CC(=CC=C1C2)C(C)C)=O